6-(3-chloro-6-(difluoromethyl)-2-fluorophenyl)-3-methyl-N-(1-((6-methyl-5-((1r,5s)-2-oxo-3-azabicyclo[3.1.0]hex-3-yl)pyrazin-2-yl)methyl)-1H-pyrazol-4-yl)pyrazine-2-carboxamide ClC=1C(=C(C(=CC1)C(F)F)C1=CN=C(C(=N1)C(=O)NC=1C=NN(C1)CC1=NC(=C(N=C1)N1C([C@@H]2C[C@@H]2C1)=O)C)C)F